IC=1C=C(C(=NC1)OC)CO[C@@H]1[C@@H](NCCC1)C1=CC=CC=C1 5-iodo-2-methoxy-3-((((2S,3S)-2-phenylpiperidin-3-yl)oxy)methyl)pyridine